FC1(C(C1)C(=O)N1C2CN(CC1CC2)C(=O)OC(C)(C)C)F tert-butyl 8-(2,2-difluorocyclopropanecarbonyl)-3,8-diazabicyclo[3.2.1]octane-3-carboxylate